(R)-2-(3-(1-((7-chloro-6-(4-isopropylpiperazin-1-yl)-pyrido[2,3-d]pyrimidin-4-yl)amino)ethyl)-2-fluorophenyl)-2,2-difluoroethan-1-ol ClC=1C(=CC2=C(N=CN=C2N[C@H](C)C=2C(=C(C=CC2)C(CO)(F)F)F)N1)N1CCN(CC1)C(C)C